BrC=1C=CC(=NC1C)C(=O)NOC 5-Bromo-N-methoxy-6-methylpicolinamide